1,2-bis(dicyclopentylphosphino)butane C1(CCCC1)P(CC(CC)P(C1CCCC1)C1CCCC1)C1CCCC1